ClC1=NC=C(C(=C1)C1=C(C=NC(=C1)C)C(=O)NC=1SC2=C(N1)CC[C@H](C2)C(=O)NC2CC2)OC |o1:24| (R or S)-2-(2'-chloro-5'-methoxy-6-methyl-[4,4'-bipyridine]-3-carboxamido)-N-cyclopropyl-4,5,6,7-tetrahydrobenzo[d]thiazole-6-carboxamide